(4-amino-7-fluoroimidazo[1,5-a]quinoxalin-8-yl)((2S,6R)-10-fluoro-9-(trifluoromethyl)-3,4-dihydro-2H-2,6-methanobenzo[b][1,5]oxazocin-5(6H)-yl)methanone NC=1C=2N(C3=CC(=C(C=C3N1)F)C(=O)N1[C@H]3C4=C(O[C@@H](CC1)C3)C(=C(C=C4)C(F)(F)F)F)C=NC2